OC1COC2=C1C(NC(=C2)C)=O 3-hydroxy-6-methyl-3,5-dihydrofuro[3,2-c]pyridin-4(2H)-one